FC1=CC(=CC=2N(C(=NC21)C2CC(C2)F)C(C)C)B2OC(C(O2)(C)C)(C)C 4-fluoro-2-((1r,3r)-3-fluorocyclobutyl)-1-isopropyl-6-(4,4,5,5-tetramethyl-1,3,2-dioxaborolan-2-yl)-1H-benzo[d]imidazole